(R)-5-(4-((2-(4-((3-(2-hydroxypropoxy)-5-(trifluoromethoxy)benzyl)amino)butoxy)ethyl)amino)-1H-indazol-6-yl)pyridazin-3-ol O[C@@H](COC=1C=C(CNCCCCOCCNC2=C3C=NNC3=CC(=C2)C=2C=C(N=NC2)O)C=C(C1)OC(F)(F)F)C